C(C)OC(C(CC(C)C)N1C(C(=CC=C1)CCN)=O)=O.BrC=1SC(=CN1)C1=C(OC2=NC=C(C=N2)C(F)(F)F)C=CC=C1 2-[2-(2-bromo-5-thiazolyl)phenoxy]-5-(trifluoromethyl)pyrimidine Ethyl-2-(3-(2-aminoethyl)-2-oxopyridin-1(2H)-yl)-4-methylpentanoate